4-((6-(2-(2-aminopyridin-3-yl)-5-phenyl-3H-imidazo[4,5-b]pyridin-3-yl)-2-methylpyridin-3-yl)carbamoyl)-2-methylbenzoic acid NC1=NC=CC=C1C1=NC=2C(=NC(=CC2)C2=CC=CC=C2)N1C1=CC=C(C(=N1)C)NC(=O)C1=CC(=C(C(=O)O)C=C1)C